tris-(3-hydroxypropyl-triazolylmethyl)amine OCCCC(C=1N=NNC1)N(C(CCCO)C=1N=NNC1)C(CCCO)C=1N=NNC1